CN1CCOC2=C1C=CC(=C2)S(=O)(=O)N2CC(OCC2)C2=C(SC1=C2C=CC=C1)C(=O)N [4-[(4-methyl-2,3-dihydro-1,4-benzoxazin-7-yl)sulfonyl]morpholin-2-yl]benzothiophene-2-carboxamide